benzyl-{[(2R,3R)-3-({2-[bis(tert-butoxycarbonyl) amino] pyridin-4-yl} methyl)-4-oxoazetidin-2-yl] oxy} benzoate C(C1=CC=CC=C1)(=O)OO[C@H]1N(C([C@@H]1CC1=CC(=NC=C1)N(C(=O)OC(C)(C)C)C(=O)OC(C)(C)C)=O)CC1=CC=CC=C1